2,4-bis(4-hydroxyphenyl)-2-methylbutene OC1=CC=C(C=C1)C(C)(C=CC1=CC=C(C=C1)O)C